Cl.FC(C(CC(=O)N1CCC(CC1)(O)CN1C=NN2C(C1=O)=NC=C2C=2C=C1CC(CC1=CC2)NC)C2=CC=CC=C2)F 3-((1-(4,4-difluoro-3-phenylbutyryl)-4-hydroxypiperidin-4-yl)methyl)-7-(2-(methylamino)-2,3-dihydro-1H-inden-5-yl)imidazo[2,1-f][1,2,4]triazin-4(3H)-one hydrochloride